4-pyrrolidinyl-2-(2-(3,5-bis-trifluoromethyl-benzamido)pyrrolidinyl)pyridine N1(CCCC1)C1=CC(=NC=C1)N1C(CCC1)NC(C1=CC(=CC(=C1)C(F)(F)F)C(F)(F)F)=O